sodium creatine carbonate C([O-])([O-])=O.O=C(O)CN(C)C(N)=N.[Na+].[Na+]